6-benzyl-3-(3-methylbenzyl)-2,3,4,6-tetrahydropyrido[3,4-c][1,8]naphthyridin-5(1H)-one C(C1=CC=CC=C1)N1C(C2=C(C=3C=CC=NC13)CCN(C2)CC2=CC(=CC=C2)C)=O